4-Bromo-2-ethylsulfanyl-6-methyl-aniline BrC1=CC(=C(N)C(=C1)C)SCC